N-(2-(1,5-dimethyl-1H-indol-3-yl)-2-(dimethylamino)ethyl)-1H-indole-6-sulfonamide CN1C=C(C2=CC(=CC=C12)C)C(CNS(=O)(=O)C1=CC=C2C=CNC2=C1)N(C)C